4-[3-(2-methylthiazol-5-yl)-7,8-dihydro-5H-1,6-naphthyridin-6-yl]thieno[2,3-d]pyrimidine CC=1SC(=CN1)C=1C=NC=2CCN(CC2C1)C=1C2=C(N=CN1)SC=C2